trisodium trimercaptotriazine salt SC1=C(C(=NN=N1)S)S.[Na].[Na].[Na]